C(C)O[Si](CCCN=C(CCCC)C)(OCC)OCC 3-triethoxysilyl-N-(1,4-dimethylbutylidene)propylamine